4-(4-methylpent-3-en-1-yl)cyclohex-3-eneformaldehyde CC(=CCCC1=CCC(CC1)C=O)C